C(C)OC(C1=C(C=NC=C1)SC1=CC=CC=C1)=O 3-(phenylsulfanyl)isonicotinic acid ethyl ester